C(C)(C)(C)OC(=O)N1CC(C(CC1)C1=C(C=C(C(=C1)OC1CC1)[N+](=O)[O-])C)F 1-t-butyloxycarbonyl-4-(5-cyclopropoxy-2-methyl-4-nitrophenyl)-3-fluoropiperidine